5-((E)-2-ethoxyvinyl)-N'-hydroxy-6-methylpyridineformamidine C(C)O/C=C/C=1C=CC(=NC1C)C(=NO)N